NCC12C=CN([C@H]3[C@H](O)[C@H](O)[C@@H](CO)O3)C2=NC(=NC1=O)N 5-aminomethyl-7-deaza-guanosine